OC=1C=C(C(=O)OCC(CC#C)CC#C)C=CC1 2-(Prop-2-yn-1-yl)pent-4-yn-1-yl 3-hydroxybenzoate